C1(=CC=C(C=C1)C(=O)N)C(=O)N 1,4-benzenedicarboxamide